NC1=CC=C(C=C1)NC(=O)C=1N(C=C(C1)NC(CCCOC=1C(=CC2=C(N=C[C@H]3N(C2=O)CCCC3)C1)OC)=O)C (S)-N-(4-Aminophenyl)-4-(4-((2-methoxy-12-oxo-6a,7,8,9,10,12-hexahydrobenzo[e]pyrido[1,2-a][1,4]diazepin-3-yl)oxy)butanamido)-1-methyl-1H-pyrrole-2-carboxamide